4-(5-(ethylsulfonamido)-2-((4-fluorophenyl)amino)phenyl)-2,6-lutidine 1-oxide C(C)S(=O)(=O)NC=1C=CC(=C(C1)C=1C=C([N+](=C(C1)C)[O-])C)NC1=CC=C(C=C1)F